(E)-2-cyano-3-ethoxyacrylic acid ethyl ester C(C)OC(\C(=C\OCC)\C#N)=O